1-(tert-butyl) 2-methyl 2-(3-chloropropyl)pyrrolidine-1,2-dicarboxylate ClCCCC1(N(CCC1)C(=O)OC(C)(C)C)C(=O)OC